FC1(CN(CC1C=1N(C(C2=C(C=CC=C2C1)F)=O)CC1=CC=C(C=C1)OC)C1=CC(=NC=C1)C(=O)NC)F 4-(3,3-difluoro-4-(8-fluoro-2-(4-methoxybenzyl)-1-oxo-1,2-dihydroisoquinolin-3-yl)pyrrolidin-1-yl)-N-methylpyridineamide